ClC1=NC2=C3C(=C(C=C2C=N1)C(F)F)ON=C3C(C)C 2-chloro-6-(difluoromethyl)-9-isopropylisoxazolo[5,4-h]quinazoline